(4-methylphenyl)-2,4-diamino-1,3,5-triazine CC1=CC=C(C=C1)C1=NC(=NC(=N1)N)N